4-[(2S)-3-amino-2-(dimethylamino)propyl]-2,3-difluorobenzamide NC[C@H](CC1=C(C(=C(C(=O)N)C=C1)F)F)N(C)C